N[C@H](C(=O)OC)CC1CC1 methyl (S)-2-amino-3-cyclopropylpropionate